F[C@H]1CNCC[C@@H]1OC1=C(CNC=C1)C 4-(((3S,4S)-3-fluoropiperidin-4-yl)oxy)-3-methyl-1H-pyridine